(R)-3-methyl-2-(3-((1-methylpiperidin-3-yl)amino)pyrido[2,3-b]pyrazin-6-yl)-5-(trifluoromethyl)phenol CC=1C(=C(C=C(C1)C(F)(F)F)O)C=1C=CC=2C(=NC(=CN2)N[C@H]2CN(CCC2)C)N1